(6AR)-4-chloro-3-(2-fluoro-6-methoxyphenyl)-1-oxo-2,6a,7,9,10,12-hexahydro-1H-pyrazino[2,1-c]pyrido[3,4-f][1,4]oxazepin-8(6H)-carboxylic acid tert-butyl ester C(C)(C)(C)OC(=O)N1C[C@@H]2COC3=C(CN2CC1)C(NC(=C3Cl)C3=C(C=CC=C3OC)F)=O